NC1=C(C(=NC(=N1)CC1=C(C=CC=C1)OC)OCCO)OC1=C(C=CC=C1)OC 2-((6-amino-2-(2-methoxybenzyl)-5-(2-methoxyphenoxy)pyrimidin-4-yl)oxy)ethan-1-ol